FC1(CC(C1)NC1=NC=C(C(=N1)N[C@H]1C[C@H]([C@@H](CC1)C)O)C(=O)N)F 2-(3,3-difluorocyclobutylamino)-4-((1R,3R,4R)-3-hydroxy-4-methylcyclohexylamino)pyrimidine-5-carboxamide